CC1=NC=CC(=C1CSC=1NC(C2=C(N1)CCC2)=O)SC 2-({[2-Methyl-4-(methylsulfanyl)pyridine-3-yl]methyl}sulfanyl)-3H,5H,6H,7H-cyclopenta[d]pyrimidin-4-one